(3-bromo-4-fluoro-phenyl)-magnesium chloride BrC=1C=C(C=CC1F)[Mg]Cl